2-methyl-2-triisopropylsiloxycarbonyl-5-trimethoxysilylnorbornane CC1(C2CC(C(C1)C2)[Si](OC)(OC)OC)C(=O)O[Si](C(C)C)(C(C)C)C(C)C